N1=CN=C(C2=C1NC=C2)C2=CN=C(S2)[C@@H](CC)CCC |r| (3S)- and (3R)-3-[5-(7H-Pyrrolo[2,3-d]pyrimidin-4-yl)-1,3-thiazol-2-yl]hexane